benzo[1,2-b:4,5-B']dithiophene-4,8-dione S1C2=C(C=C1)C(C=1SC=CC1C2=O)=O